ClC=1C=C(C=CC1Cl)C=1N=C(SC1SC(C)C)N1N=C(C(=C1C(=O)O)C=1C=NC=C(C1)OC)C 1-(4-(3,4-dichlorophenyl)-5-(isopropylsulfanyl)thiazol-2-yl)-4-(5-methoxypyridin-3-yl)-3-methyl-1H-pyrazole-5-carboxylic acid